COC(=O)C1C(NCCC1)CCl 2-chloromethylpiperidine-3-carboxylic acid methyl ester